CCCCCCCC1=CC=CO1 2-n-Heptylfuran